[Y].[Li].[Mg] magnesium lithium yttrium